FC1=CC=2C3=C(N(C2C=C1)C1=CC2=C(N=C(S2)N2CCOCC2)C=C1)CCNC3 4-(6-(8-fluoro-1,2,3,4-tetrahydro-5H-pyrido[4,3-b]indol-5-yl)benzo[d]thiazol-2-yl)morpholine